trans-3-[(3-chloro-4-fluorobenzyl)oxy]-N-[3-(4-ethyl-6-oxo-1,6-dihydropyrimidin-2-yl)-2-Fluoro-4-(trifluoromethyl)benzyl]cyclobutane-1-carboxamide ClC=1C=C(CO[C@@H]2C[C@H](C2)C(=O)NCC2=C(C(=C(C=C2)C(F)(F)F)C=2NC(C=C(N2)CC)=O)F)C=CC1F